CN1C(C2=CC=C(C=C2C=C1)C1=NC2=CC(=CC=C2C(=C1)C(C)C)C(=O)N1CCCCC1)=O 2-methyl-6-(7-(1-piperidinylcarbonyl)-4-(2-propanyl)-2-quinolinyl)-1(2H)-isoquinolinone